C(C)(C)(C)OC(=O)N[C@H](C(=O)O)C(C1CCCCC1)C1CCCCC1 (S)-2-((tert-butoxycarbonyl)amino)-3,3-dicyclohexylpropionic acid